5-cyclopropyl-N-((4-(((1S,2S,4S)-2-(dimethylamino)-4-(3-(trifluoromethyl)phenyl)cyclohexyl)oxy)-2-fluorophenyl)sulfonyl)-2-fluorobenzamide C1(CC1)C=1C=CC(=C(C(=O)NS(=O)(=O)C2=C(C=C(C=C2)O[C@@H]2[C@H](C[C@H](CC2)C2=CC(=CC=C2)C(F)(F)F)N(C)C)F)C1)F